ethyl 2,4-dimethylbenzylacetate CC1=C(CCC(=O)OCC)C=CC(=C1)C